1-(1-benzyl-pyrazol-4-yl)ethanone C(C1=CC=CC=C1)N1N=CC(=C1)C(C)=O